NC1=NC=C(C2=C1C(=NN2C)C2=CC(=C(C=C2)NS(=O)(=O)C(F)F)O[C@@H](C)C2=CC=C(C=C2)F)C2=CC=CC=C2 (S)-N-(4-(4-amino-1-methyl-7-phenyl-1H-pyrazolo[4,3-c]pyridin-3-yl)-2-(1-(4-fluorophenyl)ethoxy)phenyl)-1,1-difluoromethanesulfonamide